N-{[4-(5-methoxypyridine-2-sulfonyl)phenyl]methyl}furo[2,3-c]pyridine-2-carboxamide COC=1C=CC(=NC1)S(=O)(=O)C1=CC=C(C=C1)CNC(=O)C1=CC=2C(=CN=CC2)O1